ClC=1C=CC(=C(C1)NC(C(=O)NC1=CNC2=C1C=NC=C2)=O)C N1-(5-chloro-2-methylphenyl)-N2-(1H-pyrrolo[3,2-c]pyridin-3-yl)oxalamide